(R)-1-(8-fluoro-7-(7-fluoro-3-(methoxymethyl-methoxy)-8-((triisopropylsilyl)ethynyl)naphth-1-yl)-5-methoxy-2-(methylthio)pyrido[4,3-d]pyrimidin-4-yl)piperidin-3-ol FC1=C(N=C(C2=C1N=C(N=C2N2C[C@@H](CCC2)O)SC)OC)C2=CC(=CC1=CC=C(C(=C21)C#C[Si](C(C)C)(C(C)C)C(C)C)F)OCCOC